5-amino-8-iodoimidazo[1,2-a]pyridine-3-carboxylic acid methyl ester COC(=O)C1=CN=C2N1C(=CC=C2I)N